1,1-dimethylethyl N-(3-hydroxypropyl)-N-methylcarbamate OCCCN(C(OC(C)(C)C)=O)C